(S)-N-(8,9-difluoro-6-oxo-1,4,5,6-tetrahydro-2H-pyrano[3,4-c]isoquinolin-1-yl)-N-methyl-5-(trifluoromethoxy)-1H-indole-2-carboxamide FC=1C(=CC=2C3=C(NC(C2C1)=O)COC[C@H]3N(C(=O)C=3NC1=CC=C(C=C1C3)OC(F)(F)F)C)F